3-(3-fluorobenzylidene)benzofuran-2(3H)-one FC=1C=C(C=C2C(OC3=C2C=CC=C3)=O)C=CC1